C(C)N1CCN(CC1)C1=C(C(=CC=C1)N)N 3-(4-ethylpiperazin-1-yl)benzene-1,2-diamine